1-((3-iso-butyl-1H-pyrazol-4-yl)methyl)-N1-methyl-ethane-1,2-diamine C(C(C)C)C1=NNC=C1CC(CN)NC